ClC1=C(C=CC=C1C)C=1CCCC2=C(C1C1=CC=C(C=C1)C(C1CN(C1)CCCF)F)C=CC=C2 8-(2-Chloro-3-methylphenyl)-9-(4-(fluoro(1-(3-fluoropropyl)azetidin-3-yl)methyl)phenyl)-6,7-dihydro-5H-benzo[7]annulen